NC1C(=C(C=CC1)O)O 2-amino-6-hydroxy-3H-phenol